BrC1=CC=C(C=C1)N(C1=CC=C(C=C1)C1=CC=C(C=C1)C1=CC=CC=C1)C1=CC=C(C=C1)C1=CC=CC2=CC=CC=C12 N-(4-bromophenyl)-N-(4-(naphthalen-1-yl)phenyl)-[1,1':4',1''-terphenyl]-4-amine